2-(phenyl-d5)oxazole C1(=C(C(=C(C(=C1[2H])[2H])[2H])[2H])[2H])C=1OC=CN1